sec-butyl ((((S)-1-(dimethylamino)-3-(2-(3-methoxy phenethyl) phenoxy) propan-2-yl)oxy)methyl) (R)-phosphorofluoridate [P@@](OC(C)CC)(OCO[C@@H](CN(C)C)COC1=C(C=CC=C1)CCC1=CC(=CC=C1)OC)(=O)F